[I-].NCC1=[N+](C2=C(N1CC)C=C(C=C2)C2CCN(CC2)C(=O)OC(C)(C)C)CC 2-(aminomethyl)-6-{1-[(tert-butoxy)carbonyl]piperidin-4-yl}-1,3-diethyl-1H-1,3-benzodiazol-3-ium iodide